CC1=C(C=CC(=C1)NC=1N=CC=2CCN(CC2C1)C1=C(C2=C(OCCN2)N=C1)C)NCCN1CCOCC1 methyl-N4-(6-{8-methyl-1H,2H,3H-pyrido[2,3-b][1,4]oxazin-7-yl}-5,6,7,8-tetrahydro-2,6-naphthyridin-3-yl)-N1-[2-(morpholin-4-yl)ethyl]benzene-1,4-diamine